4-(4-((1R,5S)-3,8-diaza-bicyclo[3.2.1]octan-8-yl)-2-((1-((dimethylamino)meth-yl)cyclopropyl)methoxy)-8-fluoroquinazolin-7-yl)-7-fluorobenzo[d]thiazol-2-amine [C@H]12CNC[C@H](CC1)N2C2=NC(=NC1=C(C(=CC=C21)C2=CC=C(C1=C2N=C(S1)N)F)F)OCC1(CC1)CN(C)C